NC=1C=CC(=NC1C)C1=C(C(=NO1)C)CNC1=NC=CC(=N1)C1CCCCC1 N-((5-(5-amino-6-methylpyridin-2-yl)-3-methylisoxazol-4-yl)methyl)-4-cyclohexylpyrimidin-2-amine